O=C1NC(CCC1C1=NN(C2=C(C=CC=C12)OCC(=O)N1CCN(CC1)C(=O)C1=CC(=CN1)C#N)C)=O 5-(4-(2-((3-(2,6-Dioxopiperidin-3-yl)-1-methyl-1H-indazol-7-yl)oxy)acetyl)-piperazine-1-carbonyl)-1H-pyrrole-3-carbonitrile